C(=O)(O)C1=CC=C(C=C1)C12CC=C(N1)C(=C1C=CC(C(=C3C=CC(=C(C=4C=CC(=C2)N4)C4=CC=C(C=C4)C(=O)O)N3)C3=CC=C(C=C3)C(=O)O)=N1)C1=CC=C(C=C1)C(=O)O 4,10,15,20-tetrakis(4-carboxyphenyl)porphyrin